Methyl ((6-(2,2'-dichloro-3'-(4-oxo-3-(((((S)-5-oxopyrrolidin-2-yl)methyl)amino)methyl)-4H-pyrido[1,2-a]pyrimidin-8-yl)-[1,1'-biphenyl]-3-yl)-2-methoxypyridin-3-yl)methyl)-L-serinate ClC1=C(C=CC=C1C1=CC=C(C(=N1)OC)CN[C@@H](CO)C(=O)OC)C1=C(C(=CC=C1)C1=CC=2N(C(C(=CN2)CNC[C@H]2NC(CC2)=O)=O)C=C1)Cl